(R)-1-isopropyl-aziridine-2-carboxylic acid potassium salt [K+].C(C)(C)[N@@]1C(C1)C(=O)[O-]